C[C@@H]1N(C2=CC=CC=C2[C@@H](C1)NC1=CC=C(C=C1)NC(CNC(=O)NC1=CC=C(C=C1)OCCC=1C=NC=C(C1)C)=O)C(CC)=O N-(4-(((2S,4R)-2-methyl-1-propionyl-1,2,3,4-tetrahydroquinolin-4-yl)amino)phenyl)-2-(3-(4-(2-(5-methylpyridin-3-yl)ethoxy)phenyl)ureido)acetamide